BrC=1C(=CC(=C(C1)N1CC(CC1)O)F)OCC1=CC(=CC=C1)F 1-(5-bromo-4-((3-fluorobenzyl)oxy)-2-fluorophenyl)pyrrolidin-3-ol